COC1=CC=C2NCC(NC2=C1)C 7-methoxy-2-methyl-1,2,3,4-tetrahydroquinoxaline